N1C=NC2=C1C=C(C=C2)N2C(NCC2C2CCN(CC2)C2=CC=CC=C2)=O 1-(1H-Benzo[d]imidazol-6-yl)-5-(1-phenylpiperidin-4-yl)imidazolidin-2-on